N-(5-fluoropyridin-2-yl)-6-(4-methylpyridin-3-yl)pyrimidine FC=1C=CC(=NC1)N1CN=CC=C1C=1C=NC=CC1C